2-(difluoromethyl)-8,9-dimethyl-7-(3-(pyrazin-2-yl)-7,8-dihydro-1,6-naphthyridin-6(5H)-yl)-4H-pyrimido[1,2-b]pyridazin-4-one FC(C=1N=C2N(N=C(C(=C2C)C)N2CC=3C=C(C=NC3CC2)C2=NC=CN=C2)C(C1)=O)F